BrC=1N=CC=2N(C1)C(=CN2)C2=NC=CC(=N2)N2CCC=C(C2)C=2N=C(NC2)C(C)C 6-Bromo-3-(4-(5-(2-isopropyl-1H-imidazol-4-yl)-3,6-dihydropyridin-1(2H)-yl)pyrimidin-2-yl)imidazo[1,2-a]pyrazine